FC1=CC=C(C=C1)N1C(C(=C(C=C1)C)C(=O)NC1=CC=C(C=C1)OC1=CC=NC2=CC(=CN=C12)OC)=O 1-(4-Fluorophenyl)-N-[4-[(7-methoxy-1,5-naphthyridin-4-yl)oxy]phenyl]-4-methyl-2-oxopyridine-3-carboxamide